CN(C)CCCN1C2=CC=CC=C2OC=2C=CC=CC12 N,N-dimethyl-3-(10H-phenoxazin-10-yl)propylamine